CC=1OC(=NN1)C1=CC=C(C=C1)[N+](=O)[O-] methyl-5-(4-nitrophenyl)-1,3,4-oxadiazole